7,8,9,10,11,12-hexahydrocycloocta[c]isoquinolin-5(6H)-one C1=C2C3=C(NC(C2=CC=C1)=O)CCCCCC3